4-((4-trifluoromethylphenyl)amino)-6-acetylamino-1H-indole-2-carboxylic acid ethyl ester C(C)OC(=O)C=1NC2=CC(=CC(=C2C1)NC1=CC=C(C=C1)C(F)(F)F)NC(C)=O